N-[4-(3-chlorophenoxy)-3-sulfamoylphenyl]-2-(2,3-dichlorophenyl)acetamide ClC=1C=C(OC2=C(C=C(C=C2)NC(CC2=C(C(=CC=C2)Cl)Cl)=O)S(N)(=O)=O)C=CC1